4-(6-((3-Fluoro-4-(methoxy(methyl)carbamoyl)benzyl)oxy)pyridin-2-yl)piperidine-1-carboxylic acid tert-butyl ester C(C)(C)(C)OC(=O)N1CCC(CC1)C1=NC(=CC=C1)OCC1=CC(=C(C=C1)C(N(C)OC)=O)F